tert-butyl ((1s,4s)-4-((5-chloro-2-(2-methoxyethoxy)benzyl)amino) cyclohexyl)carbamate ClC=1C=CC(=C(CNC2CCC(CC2)NC(OC(C)(C)C)=O)C1)OCCOC